O=C1NC2(CN(C2)C(=O)N2CC3(C2)CC(C3)=CC3=C(OCCCCCNC(OCC2=CC=CC=C2)=O)C=CC=C3)CO1 benzyl (5-(2-((2-(6-oxo-7-oxa-2,5-diazaspiro[3.4]octane-2-carbonyl)-2-azaspiro[3.3]heptan-6-ylidene)methyl)phenoxy)pentyl)carbamate